CON=C1CCN(CC1)C(=O)OC(C)(C)C tert-Butyl 4-(methoxyimino)piperidine-1-carboxylate